5-(1-tert-butoxycarbonyl-3,6-dihydro-2H-pyridin-4-yl)-2-methoxy-quinoline-8-carboxylic acid C(C)(C)(C)OC(=O)N1CCC(=CC1)C1=C2C=CC(=NC2=C(C=C1)C(=O)O)OC